ClC=1C=C2CC(C(C2=CC1)=O)C(=O)O 5-chloro-1-oxo-2,3-dihydro-1H-indene-2-carboxylic acid